1-(5-nitro-1H-indol-1-yl)ethan-1-one [N+](=O)([O-])C=1C=C2C=CN(C2=CC1)C(C)=O